C(#N)C=1C=CC(=NC1)N1CC(C1)NC(OC(C)(C)C)=O tert-butyl (1-(5-cyanopyridin-2-yl)azetidin-3-yl)carbamate